cis-5-(2-(3,4-difluoro-5-(((S)-tetrahydrofuran-3-yl)oxy)phenyl)cyclopropyl)-2,2'-bipyrimidine FC=1C=C(C=C(C1F)O[C@@H]1COCC1)[C@@H]1[C@@H](C1)C=1C=NC(=NC1)C1=NC=CC=N1